2-(4-cyclohexenyl)ethyl-methyl-dichlorosilane C1(CCC=CC1)CC[Si](Cl)(Cl)C